NC=1C=2N(C=CN1)C(=NC2C2=CC(=C(C=C2)NC(OC(C)(C)C)=O)OC)CS(=O)(=O)C tert-Butyl (4-(8-amino-3-((methylsulfonyl)methyl)imidazo[1,5-a]pyrazin-1-yl)-2-methoxyphenyl)carbamate